4-(4-(benzyloxy)phenoxy)benzonitrile C(C1=CC=CC=C1)OC1=CC=C(OC2=CC=C(C#N)C=C2)C=C1